2-(trimethylsilyl)ethyl (7-hydroxyheptyl)carbamate OCCCCCCCNC(OCC[Si](C)(C)C)=O